OC1=CC=C2CCC(OC2=C1)C1=CC=C(C=C1)O 7,4'-dihydroxylflavane